ClC=1C=C(C(=NC1)SC1=CC=CC=C1)C(=N)NO 5-chloro-N-hydroxy-2-phenylsulfanyl-pyridine-3-carboxamidine